C1(=CC=CC=C1)C(CO)O 2-phenyl-1,2-ethanediol